6-(1-Methyl-1H-imidazo[1,2-b]pyrazol-7-carbonyl)-N-(5-(trifluoromethyl)pyridin-3-yl)-4,5,6,7-tetrahydrothieno[2,3-c]pyridin-3-carboxamid CN1C=CN2N=CC(=C21)C(=O)N2CC1=C(CC2)C(=CS1)C(=O)NC=1C=NC=C(C1)C(F)(F)F